rac-2-(N-(4-Amino-5-benzoylthiazol-2-yl)anilino)propanamid NC=1N=C(SC1C(C1=CC=CC=C1)=O)N(C1=CC=CC=C1)[C@@H](C(=O)N)C |r|